FC1=C(C=CC=C1)NC(C(=O)N1C(C2(CC2)C[C@]1(C(=O)N[C@@H](C[C@H]1C(NCC1)=O)C(COC(F)(F)F)=O)[2H])([2H])[2H])=O (S)-5-(2-((2-fluorophenyl)amino)-2-oxoacetyl)-N-((S)-3-oxo-1-((S)-2-oxopyrrolidin-3-yl)-4-(trifluoromethoxy)butan-2-yl)-5-azaspiro[2.4]heptane-4,4,6-d3-6-carboxamide